4-(5,5-dimethyl-1,3,2-dioxaborolan-2-yl)-1-(tetrahydro-2H-pyran-2-yl)-1H-pyrazole CC1(COB(O1)C=1C=NN(C1)C1OCCCC1)C